(S)-N-(1-((2-fluoro-4-(3-methoxypyridin-4-yl)phenyl)amino)-1-oxo-3,3-diphenylpropan-2-yl)-1-methyl-1H-pyrazole-5-carboxamide FC1=C(C=CC(=C1)C1=C(C=NC=C1)OC)NC([C@H](C(C1=CC=CC=C1)C1=CC=CC=C1)NC(=O)C1=CC=NN1C)=O